C(C)(C)(C)OC(N[C@@H](C)C=1N(N=C(N1)C1CC1)C1=NC=NC(=C1)C(N(C)C)=O)=O N-[(1S)-1-[5-cyclopropyl-2-[6-(dimethylcarbamoyl)pyrimidin-4-yl]-1,2,4-triazol-3-yl]ethyl]carbamic acid tert-butyl ester